2-oxa-7-aza-spiro[4.4]nonane C1OCCC12CNCC2